NC1=NC=C(C=C1O[C@H](C)C=1C=C(C=CC1)NC(C1=CC(=CC=C1)C)=O)Cl (R)-N-(3-(1-((2-amino-5-chloropyridin-3-yl)oxy)ethyl)-phenyl)-3-methylbenzamide